tert-butyl (3R)-3-[[6-cyano-4-[2-(cyclopropanecarbonylamino)pyrazolo[1,5-a]pyridin-5-yl]-3-pyridyl]oxy methyl]pyrrolidine-1-carboxylate C(#N)C1=CC(=C(C=N1)OC[C@H]1CN(CC1)C(=O)OC(C)(C)C)C1=CC=2N(C=C1)N=C(C2)NC(=O)C2CC2